2,2,2-trifluoro-1-(1-(4-(4-(4-(4,4,5,5-tetramethyl-1,3,2-dioxaborolan-2-yl)phenyl)piperazin-1-yl)phenyl)-1H-1,2,3-triazol-4-yl)ethan-1-ol FC(C(O)C=1N=NN(C1)C1=CC=C(C=C1)N1CCN(CC1)C1=CC=C(C=C1)B1OC(C(O1)(C)C)(C)C)(F)F